Cl.N1C[C@@H](CC1)C(=O)N (3R)-pyrrolidine-3-carboxamide monohydrochloride